(R)-2-chloro-4-(4-(2-(methoxy-d3)propoxy)phenyl)-6-((pyridin-2-ylmethyl)thio)pyridine-3,5-dicarbonitrile ClC1=NC(=C(C(=C1C#N)C1=CC=C(C=C1)OC[C@@H](C)OC([2H])([2H])[2H])C#N)SCC1=NC=CC=C1